2-bromo-9-(2,4,5-trimethylphenyl)-9H-fluorene BrC1=CC=2C(C3=CC=CC=C3C2C=C1)C1=C(C=C(C(=C1)C)C)C